COC=1SC=CC1C(=O)N 2-methoxythiophene-3-carboxamide